N1(CCC1)CCOC1=NC2=C(C(=C(C=C2C(=N1)N1CCN(CC1)C(C=C)=O)Cl)C1=C(C=CC=C1O)F)F 1-(4-(2-(2-(azetidin-1-yl)ethoxy)-6-chloro-8-fluoro-7-(2-fluoro-6-hydroxyphenyl)quinazolin-4-yl)piperazin-1-yl)prop-2-en-1-one